2-((S)-1-((S)-2,2-dimethyl-1,3-dioxan-4-yl)ethyl)isoindoline-1,3-dione CC1(OCC[C@H](O1)[C@H](C)N1C(C2=CC=CC=C2C1=O)=O)C